AdenosineYl-phosphate [C@]1([C@H](O)[C@H](O)[C@@H](CO)O1)(N1C=NC=2C(N)=NC=NC12)OP(=O)([O-])[O-]